1-(naphthalen-2-yl) ethyldiphenylphosphindithioate C(C)C1=C(C=CC=C1)P(=S)(SC1=CC2=CC=CC=C2C=C1)C1=CC=CC=C1